tert-butyl (S)-3-(((3-amino-5-oxo-4,5-dihydro-1,2,4-triazin-6-yl)methyl)carbamoyl)pyrrolidine-1-carboxylate NC1=NN=C(C(N1)=O)CNC(=O)[C@@H]1CN(CC1)C(=O)OC(C)(C)C